3-(3-Hydroxycyclohexyl)-8-(1-methyl-1H-pyrazol-4-yl)-6-(4-(trifluoromethyl)phenyl)pyrido[3,4-d]pyrimidin-4(3H)-one OC1CC(CCC1)N1C=NC2=C(C1=O)C=C(N=C2C=2C=NN(C2)C)C2=CC=C(C=C2)C(F)(F)F